C(C)(C)C1=C(C=CC=C1)C1=CC=2N(C(=N1)NCC1=CC=C(C=C1)C=1N(C=C(N1)C(F)(F)F)C)C=CN2 7-(2-isopropylphenyl)-N-(4-(1-methyl-4-(trifluoromethyl)-1H-imidazol-2-yl)benzyl)imidazo[1,2-c]pyrimidin-5-amine